N-(4-nitrophenyl)-N-methyl-2-(4-methylpiperazin-1-yl)acetamide [N+](=O)([O-])C1=CC=C(C=C1)N(C(CN1CCN(CC1)C)=O)C